C(C)(C)(C)C1C2(CC1(C2)CO)C(=O)O tert-butyl-3-(hydroxymethyl)bicyclo[1.1.1]pentane-1-carboxylic acid